Tert-Butyl N-[2-[2-(2-[[2-(2,6-Dioxopiperidin-3-Yl)-1,3-Dioxo-2,3-Dihydro-1H-Isoindol-4-Yl]Amino]Ethoxy) Ethoxy]Ethyl]Carbamate O=C1NC(CCC1N1C(C2=CC=CC(=C2C1=O)NCCOCCOCCNC(OC(C)(C)C)=O)=O)=O